2-amino-6-borono-2-(1-(2-(4-fluorophenyl)acetyl)piperidin-4-yl)hexanoic acid NC(C(=O)O)(CCCCB(O)O)C1CCN(CC1)C(CC1=CC=C(C=C1)F)=O